ClC=1C=C(C=CC1F)NC(N(C)C1COCC=2NC(C=3C=C(C(=CC3C21)F)F)=O)=O 3-(3-chloro-4-fluorophenyl)-1-(8,9-difluoro-6-oxo-1,4,5,6-tetrahydro-2H-pyrano[3,4-c]isoquinolin-1-yl)-1-methylurea